methyl-1-((3-bromopyridin-4-yl)methyl)-1H-pyrrole CC=1N(C=CC1)CC1=C(C=NC=C1)Br